3-phenylthio-6-trifluoromethyl-pyran-2-one C1(=CC=CC=C1)SC=1C(OC(=CC1)C(F)(F)F)=O